N-(2-Cyclohexyl-4-((4-(trifluoromethyl)benzyl)amino)phenyl)octanamid C1(CCCCC1)C1=C(C=CC(=C1)NCC1=CC=C(C=C1)C(F)(F)F)NC(CCCCCCC)=O